[2-(5-bromo-1H-indazol-1-yl)phenyl]methanol BrC=1C=C2C=NN(C2=CC1)C1=C(C=CC=C1)CO